FC(C(C(C(C(F)(F)F)(F)F)(F)F)(O)C(F)(F)F)(F)F perfluoro-2-methyl-2-pentanol